(R)-8-phenyl-2-(1-(pyrimidin-4-yl)-1,2,3,6-tetrahydropyridin-4-yl)-7,8-dihydro-6H-pyrrolo[2',1':2,3]imidazo[4,5-b]piperidine C1(=CC=CC=C1)C1CCC2=NC3=C(N[C@H](CC3)C=3CCN(CC3)C3=NC=NC=C3)N21